C1(=CC=CC=C1)C1=CC=C(C=C1)C1=NC(=NC(=N1)C1=CC=C(C=C1)C1=CC=CC=C1)C1=C(C=C(OC(COC(CCCCCC(C)(C)C)=O)CO)C=C1)O neodecanoic acid [2-[4-[4,6-bis(4-phenylphenyl)-1,3,5-triazin-2-yl]-3-hydroxy-phenoxy]-3-hydroxy-propyl]Ester